[Co+2].C1(=CC=CC=C1)C=1C2=CC=C(N2)C(=C2C=CC(C(=C3C=CC(=C(C=4C=CC1N4)C4=CC=CC=C4)N3)C3=CC=CC=C3)=N2)C2=CC=CC=C2 5,10,15,20-tetraphenyl-21H,23H-porphine cobalt (II)